N-(5-fluoropyridin-2-yl)-1-[1-(1-methyl-1H-pyrazole-3-carbonyl)-1,2,3,4-tetrahydroquinolin-6-yl]cyclobutane-1-carboxamide FC=1C=CC(=NC1)NC(=O)C1(CCC1)C=1C=C2CCCN(C2=CC1)C(=O)C1=NN(C=C1)C